(3S,4S)-7-hydroxy-3-phenylchroman OC1=CC=C2C[C@H](COC2=C1)C1=CC=CC=C1